C(C)OC(=O)C1(C(N(C2=C1C=C1C(=NC(=NC1=C2)C)N[C@H](C)C2=C(C(=CC=C2)C(C(C)(C)O)(F)F)F)C)=O)C 4-(((R)-1-(3-(1,1-difluoro-2-hydroxy-2-methylpropyl)-2-fluorophenyl)ethyl)amino)-2,6,8-trimethyl-7-oxo-7,8-dihydro-6H-pyrrolo[3,2-g]quinazoline-6-carboxylic acid ethyl ester